4-(2,4-difluorophenoxy)-3-(6-methyl-7-oxo-6,7-dihydro-1H-pyrrolo[2,3-c]pyridin-4-yl)benzamide FC1=C(OC2=C(C=C(C(=O)N)C=C2)C=2C3=C(C(N(C2)C)=O)NC=C3)C=CC(=C1)F